2H,6H-1,5,2-dithiazin S1NC=CSC1